COC1=NC=CC(=C1N1CCC(CC1)N1C(N(C=2C([C@H]1C)=NNC2)CC2=C(C=CC=C2)C(F)(F)F)=O)C |o1:19| (R)- or (S)-6-(2'-Methoxy-4'-methyl-3,4,5,6-tetrahydro-2H-[1,3']bipyridinyl-4-yl)-7-methyl-4-(2-trifluoromethyl-benzyl)-2,4,6,7-tetrahydro-pyrazolo[4,3-d]pyrimidin-5-one